N-(6-((R)-1-cyanospiro[2.2]pentan-1-yl)isoquinolin-3-yl)-2,2,6,6-tetramethyltetrahydro-2H-pyran-4-carboxamide C(#N)[C@@]1(CC12CC2)C=2C=C1C=C(N=CC1=CC2)NC(=O)C2CC(OC(C2)(C)C)(C)C